2',6'-bis(ethoxymethoxy)-5-methyl-4'-pentyl-1,2,3,4-tetrahydro-1,1'-biphenyl C(C)OCOC1=C(C(=CC(=C1)CCCCC)OCOCC)C1CCCC(=C1)C